2-[1-[[4-[[(3,4-dimethylpyrimido[4',5':4,5]thieno[2,3-c]pyridazin-8-yl)amino]methyl]phenyl]methyl]pyrrolidin-2-yl]propan-2-ol CC1=C(C2=C(N=N1)SC1=C2N=CN=C1NCC1=CC=C(C=C1)CN1C(CCC1)C(C)(C)O)C